ClC1=C(C=CC=C1)N1C=2N(C3=C(C1=O)C=NC(=N3)NC3=CC=C(C=C3)C(=O)N3CCN(CC3)C)C=CN2 6-(2-chlorophenyl)-2-({4-[(4-methylpiperazin-1-yl)carbonyl]phenyl}amino)imidazo[1,2-a]pyrimido[5,4-e]pyrimidin-5(6H)-one